5-(imidazo[1,2-a]pyridin-6-yl)-N-(trans-4-(4-methylpiperazin-1-yl)cyclohexyl)pyrrolo[2,1-f][1,2,4]triazin-2-amine N=1C=CN2C1C=CC(=C2)C=2C=CN1N=C(N=CC12)N[C@@H]1CC[C@H](CC1)N1CCN(CC1)C